[N+](=O)([O-])C1=C(C=CC=C1)S(=O)(=O)N[C@@H](CCCCN)C(=O)[O-] ((2-nitrophenyl)sulfonyl)-L-lysinate